C(C)(C)(C)OC(=O)N1CCC(CC1)C(=O)N1CCN(CC1)C(C1=C(C=C(C=C1)NC(=O)C=1N(C(=C(N1)Cl)Br)C)Cl)=O.CC1=NC2=CC=CC=C2C1(C)C 2,3,3-trimethyl-indole tert-butyl-4-[4-[4-[(5-bromo-4-chloro-1-methyl-imidazole-2-carbonyl)amino]-2-chloro-benzoyl]piperazine-1-carbonyl]piperidine-1-carboxylate